COC(=O)C=1NS(C2=C(C1O)C=CC=C2)(=O)=O 4-hydroxy-2H-1,2-benzothiazine-3-carboxylic acid methyl ester-1,1-dioxide